methyl-(S)-7-((4-(benzyloxy)benzoyl)glycyl)-1,4-dioxa-7-azaspiro[4.4]nonane C[C@@H]1OC2(OC1)CN(CC2)C(CNC(C2=CC=C(C=C2)OCC2=CC=CC=C2)=O)=O